5-bromo-4,6-dimethoxy-N,N-bis[(4-methoxyphenyl)methyl]-pyrimidin-2-amine BrC=1C(=NC(=NC1OC)N(CC1=CC=C(C=C1)OC)CC1=CC=C(C=C1)OC)OC